2-((3-(bromomethyl)-2-((tert-butyldimethylsilyl)oxy)-6-methylbenzyl)thio)-5-methoxy-1H-benzo[d]imidazole BrCC=1C(=C(CSC2=NC3=C(N2)C=CC(=C3)OC)C(=CC1)C)O[Si](C)(C)C(C)(C)C